3-{2,5-difluoro-4-[(1,2,4-thiadiazol-5-yl)sulfamoyl]phenoxy}-N,N-dimethyl-5-(trifluoromethyl)benzamide FC1=C(OC=2C=C(C(=O)N(C)C)C=C(C2)C(F)(F)F)C=C(C(=C1)S(NC1=NC=NS1)(=O)=O)F